(-)-menthyl bromide C1(CC(C(CC1)C(C)C)Br)C